CC1=C(C=C(C=C1)NC(=O)C1=NC=CC(=C1)C(F)(F)F)C1=CC2=C(N=C(N=C2)S(=O)C)N2C1=NCC2 N-(4-methyl-3-(2-(methylsulfinyl)-8,9-dihydroimidazo[1',2':1,6]pyrido[2,3-d]pyrimidin-6-yl)phenyl)-4-(trifluoromethyl)pyridineamide